C1(CCC1)C([C@@H](C(=O)NC1=CC=C(C=C1)C=1C(=NNC1C)C)NC(=O)C=1N(N=NC1)CC)C1CCC1 N-[(1S)-1-[di(cyclobutyl)methyl]-2-[4-(3,5-dimethyl-1H-pyrazol-4-yl)anilino]-2-oxo-ethyl]-3-ethyl-triazole-4-carboxamide